C(#N)C1=CC(=C(OC(C2=CC=CC(=N2)OC2CCNCC2)([2H])[2H])C=C1)F 4-((6-((4-cyano-2-fluorophenoxy)methyl-d2)pyridin-2-yl)oxy)piperidine